2-[2-((S)-1-[1,4]Dioxan-2-ylmethoxy)-4-oxo-6,7-dihydro-4H-pyrimido[6,1-a]isoquinolin-9-yl]-benzonitrile O1[C@@H](COCC1)COC1=NC(N2C(C3=CC=C(C=C3CC2)C2=C(C#N)C=CC=C2)=C1)=O